2-methoxy-5-furoate COC=1OC(=CC1)C(=O)[O-]